OC1=CC=C(C=C1)SC1=CC=C(C=C1)O bis(4-hydroxyphenyl) sulfide